OC(C)C=1C(=NC(=CC1)N1C=NC2=C1C=CC(=C2)N2CCN(CC2)C)N2N=C(C=C2C)C#N 1-[3-(1-hydroxyethyl)-6-[5-(4-methylpiperazin-1-yl)benzimidazol-1-yl]-2-pyridyl]-5-methyl-pyrazole-3-carbonitrile